COC(C(C1CCOCC1)SC(C)=O)=O (Acetylthio)-2-(tetrahydro-2H-pyran-4-yl)acetic acid methyl ester